BrC1=CC=C(C=C1)S(=O)(=O)N1CCC2(CC(CO2)NC[C@@H](COC=2C=C(C=CC2)S(=O)(=O)NC)O)CC1 3-((2S)-3-(8-(4-bromophenylsulfonyl)-1-oxa-8-azaspiro[4.5]decan-3-ylamino)-2-hydroxypropoxy)-N-methylbenzenesulfonamide